6-(2-fluoroethoxy)pyrazolo[1,5-a]pyridine-3-carbonitrile FCCOC=1C=CC=2N(C1)N=CC2C#N